4-benzyl-1,2,3-thiadiazole-5-carboxylic acid-2,5-dimethylphenyl ester CC1=C(C=C(C=C1)C)OC(=O)C1=C(N=NS1)CC1=CC=CC=C1